ClC1=C(C(=CC=C1Cl)O)[C@H]1C[C@H](CN1)CC(=O)N[C@@H](CO)C 2-((3S,5R)-5-(2,3-dichloro-6-hydroxyphenyl)pyrrolidin-3-yl)-N-((R)-1-hydroxypropan-2-yl)acetamide